(2-(furan-3-yl)phenyl)sulfonyl chloride O1C=C(C=C1)C1=C(C=CC=C1)S(=O)(=O)Cl